CC1=C(C=2N(C=C1C1=C(C3=C(N1C(=O)OC(C)(C)C)SC(=C3C)C3CC(C3)C(=O)OC)C(C)C)N=CN2)C tert-butyl 5-(7,8-dimethyl-[1,2,4]triazolo[1,5-a]pyridin-6-yl)-4-isopropyl-2-(3-(methoxycarbonyl)cyclobutyl)-3-methyl-6H-thieno[2,3-b]pyrrole-6-carboxylate